2-(((Tert-Butyldimethylsilyl)oxy)methyl-d2)-3-fluoro-4-iodopyridine [Si](C)(C)(C(C)(C)C)OC(C1=NC=CC(=C1F)I)([2H])[2H]